NCC1OC2(CN(C2)C)CN(C1)C(=O)OC(C)(C)C tert-Butyl 6-(aminomethyl)-2-methyl-5-oxa-2,8-diazaspiro[3.5]nonane-8-carboxylate